FC(C(=O)O)(F)F.FC=1C=C(C#N)C=CC1COC1=C(C=CC(=C1)N[C@H]1CNCC1)F (R)-3-fluoro-4-((2-fluoro-5-(pyrrolidin-3-ylamino)phenoxy)methyl)benzonitrile trifluoroacetic acid salt